CC=1C=CC=2C(C3=CC=C(C=C3SC2C1)C)NC(=O)C1=CC(=C(NC1=O)C(F)(F)F)C1=CC=NC=C1 N-(3,6-dimethyl-9H-thioxanthen-9-yl)-6-oxo-2-(trifluoromethyl)-1,6-dihydro-[3,4'-bipyridine]-5-carboxamide